(1R,2S,5S)-N-{(2S)-4-(2,4-difluorophenoxy)-1-[(3R)-5-hydroxy-2-oxopyrrolidin-3-yl]-3-oxobutan-2-yl}-6,6-dimethyl-3-[N-(trifluoroacetyl)-L-valyl]-3-azabicyclo[3.1.0]hexane-2-carboxamide FC1=C(OCC([C@H](C[C@H]2C(NC(C2)O)=O)NC(=O)[C@@H]2[C@H]3C([C@H]3CN2C([C@@H](NC(C(F)(F)F)=O)C(C)C)=O)(C)C)=O)C=CC(=C1)F